[6-[2-(ethoxymethoxy)-6-methyl-4-(trifluoromethyl)phenyl]pyridazin-3-yl]methanol C(C)OCOC1=C(C(=CC(=C1)C(F)(F)F)C)C1=CC=C(N=N1)CO